NC(C(=O)O)CSCC(=O)OC 2-amino-3-[(2-methoxy-2-oxoethyl)sulfanyl]propanoic acid